N-(3-Aminopropyl)cyclohexylamine NCCCNC1CCCCC1